N-(4-{3-[(tert-butyldimethylsilyl)oxy]azetidine-1-carbonyl}-3-chlorophenyl)-4-cyclopropyl-3-(1-oxo-2H-isoquinolin-5-yl)-1,2-thiazole-5-carboxamide [Si](C)(C)(C(C)(C)C)OC1CN(C1)C(=O)C1=C(C=C(C=C1)NC(=O)C1=C(C(=NS1)C1=C2C=CNC(C2=CC=C1)=O)C1CC1)Cl